FC1=C(N=CC2=C1N=C(N=C2N2CC(CCC2)C)OCC21CCCN1CCC2)C2=CC=CC1=CC=CC(=C21)F 8-fluoro-7-(8-fluoronaphthalen-1-yl)-2-((hexahydro-1H-pyrrolizin-7a-yl)methoxy)-4-(3-methylpiperidin-1-yl)pyrido[4,3-d]pyrimidine